(5S*,8R*)-N-(2-chloro-4-fluorobenzyl)-5-fluoro-8-hydroxy-8-((3-hydroxy-3-methylazetidin-1-yl)methyl)-5,6,7,8-tetrahydroquinoline-5-carboxamide ClC1=C(CNC(=O)[C@]2(C=3C=CC=NC3[C@@](CC2)(CN2CC(C2)(C)O)O)F)C=CC(=C1)F |o1:7,14|